BrC1=C(NC2=C(C=C(C=C12)CN1CCOCC1)NC1CCOCC1)C1=CC=CC=C1 3-bromo-5-(morpholinomethyl)-2-phenyl-N-(tetrahydro-2H-pyran-4-yl)-1H-indole-7-amine